tetrafluoroethyl acetate C(C)(=O)OC(C(F)(F)F)F